N,N-dimethyl-sulfamic acid 4-cyanophenyl ester C(#N)C1=CC=C(C=C1)OS(N(C)C)(=O)=O